2-(3-chloro-4-methylphenyl)-N-(1-(4-(2,6-dioxopiperidin-3-yl)-3,5-difluorophenyl)azetidin-3-yl)acetamide ClC=1C=C(C=CC1C)CC(=O)NC1CN(C1)C1=CC(=C(C(=C1)F)C1C(NC(CC1)=O)=O)F